ClC1=C(C=C(N=N1)NC1C[C@@H]2[C@@H](CN(C2)C(=O)OC(C)(C)C)C1)C tert-Butyl (3aR,5s,6aS)-5-((6-chloro-5-methylpyridazin-3-yl)amino)hexahydrocyclopenta[c]pyrrole-2(1H)-carboxylate